ClC1=CC=C(C=C1)C12C3C(NN(C3C(C3C1C(NN3C3=CC=CC=C3)C(F)F)(O2)O)C2=CC=CC=C2)C(F)F 4-(4-chlorophenyl)-3,5-bis(difluoromethyl)-1,7-diphenyl-hexahydro-4,8-epoxypyrazolo[4,3-f]indazol-8-ol